C(C)(C)(C)NS(=O)(=O)C1=CC(=CC=C1)C(=O)N1CC2(C3=CC(=CC=C13)C#N)CCCCC2 N-(tert-butyl)-3-(5'-cyanospiro[cyclohexane-1,3'-indoline]-1'-carbonyl)benzenesulfonamide